C(C)(C)(C)[Si](C1=CC=CC=C1)(C1=CC=CC=C1)OCCC(C=C(Br)Br)(C)C tert-butyl-(5,5-dibromo-3,3-dimethyl-pent-4-enoxy)-diphenyl-silane